N-(2-(chloromethyl)-5-fluorophenyl)-4-methylbenzenesulfonamide ClCC1=C(C=C(C=C1)F)NS(=O)(=O)C1=CC=C(C=C1)C